CC1=CC=C(C=C1)S(=O)(=O)O.C1(CC1)C(C)(C)N 2-Cyclopropyl-2-propylamine p-toluenesulfonate salt